ethyl 2-(2-((5-(2-(aminomethyl)-3-methoxypyridin-4-yl)-1-isopropyl-1H-indazol-3-yl)methoxy)phenyl)acetate NCC1=NC=CC(=C1OC)C=1C=C2C(=NN(C2=CC1)C(C)C)COC1=C(C=CC=C1)CC(=O)OCC